C(C#C)OC1OCCCC1 tetrahydro-2-(2-propynyloxy)-2H-pyran